tert-Butyl 3-bromo-5-((2-(((tert-butoxycarbonyl)amino)methyl)thiazol-5-yl)thio)benzoate BrC=1C=C(C(=O)OC(C)(C)C)C=C(C1)SC1=CN=C(S1)CNC(=O)OC(C)(C)C